FC(C1(CC1)C=1NC(=NN1)CC1CC2(CNC2)C1)(F)F 6-[[5-[1-(trifluoromethyl)cyclopropyl]-4H-1,2,4-triazol-3-yl]methyl]-2-azaspiro[3.3]heptane